tert-butyl N-{[1-(quinolin-7-yl)-1H-1,2,4-triazol-5-yl]methyl}carbamate N1=CC=CC2=CC=C(C=C12)N1N=CN=C1CNC(OC(C)(C)C)=O